O1C(CCCC1)N1N=CC=2C(=C(C=CC12)C(F)(F)F)C=O 1-(tetrahydro-2H-pyran-2-yl)-5-(trifluoromethyl)-1H-indazole-4-carbaldehyde